CC(C)CCC[C@@H](C)[C@H]1CC[C@H]2[C@@H]3C[C@H]([C@]4(C[C@H](CC[C@]4(C)[C@H]3CC[C@]12C)O)O)O cholestan-3β,5α,6β-triol